1-(4-fluoro-2-methylphenyl)-3-(5-fluoro-6-methoxy-2-meth-ylpyridin-3-yl)-6-(trifluorometh-yl)-2,3-dihydro-pyrido[3,4-d]pyrimidin-4(1H)-one FC1=CC(=C(C=C1)N1CN(C(C2=C1C=NC(=C2)C(F)(F)F)=O)C=2C(=NC(=C(C2)F)OC)C)C